CC1(CCC(CC1)OC1=CC=C(C=C1)C1CCCN2C1=NS(CC2)(=O)=O)C 9-{4-[(4,4-dimethylcyclohexyl)oxy]phenyl}-3,4,6,7,8,9-hexahydropyrido[2,1-c][1,2,4]thiadiazine 2,2-dioxide